N-(5-(3-(2-(2,2-dimethylpyrrolidin-1-yl)ethyl)ureido)-2-methylpyridin-3-yl)-7-(1-methyl-1H-pyrazol-4-yl)-[1,2,4]triazolo[4,3-a]pyridine-3-carboxamide CC1(N(CCC1)CCNC(NC=1C=C(C(=NC1)C)NC(=O)C1=NN=C2N1C=CC(=C2)C=2C=NN(C2)C)=O)C